FC1=C(CS(=O)(=O)C2=CC3=C(S\C(\C(N3)=O)=C/C3=CC=C(C=C3)N3CCN(CC3)C)C=C2)C(=CC=C1)F (Z)-6-((2,6-difluorobenzyl)sulfonyl)-2-(4-(4-methylpiperazin-1-yl)benzylidene)-2H-benzo[b][1,4]thiazin-3(4H)-one